ferrocenyl-boron dibromide [C-]1(C=CC=C1)B(Br)Br.[CH-]1C=CC=C1.[Fe+2]